ethyl 2-(4,5-dichloro-3-nitro-6-oxopyridazin-1(6H)-yl)acetate ClC=1C(=NN(C(C1Cl)=O)CC(=O)OCC)[N+](=O)[O-]